6-(imidazo[1,2-a]pyridine-3-carbonyl)-N-(3-(2-(pyrrolidin-1-yl)ethoxy)-5-(trifluoromethyl)phenyl)-4,5,6,7-tetrahydrothieno[2,3-c]pyridine-3-carboxamide N=1C=C(N2C1C=CC=C2)C(=O)N2CC1=C(CC2)C(=CS1)C(=O)NC1=CC(=CC(=C1)C(F)(F)F)OCCN1CCCC1